bis{4-[4-(1,2-dicarboxyphenyl)phenoxy]phenyl}propane C(=O)(O)C1(C(C=CC=C1)C(=O)O)C1=CC=C(OC2=CC=C(C=C2)C(C)(C)C2=CC=C(C=C2)OC2=CC=C(C=C2)C2(C(C=CC=C2)C(=O)O)C(=O)O)C=C1